methyl 5-amino-7-(4,4,5,5-tetramethyl-1,3,2-dioxaborolan-2-yl)-2,3-dihydrobenzofuran-4-carboxylate NC1=CC(=C2C(CCO2)=C1C(=O)OC)B1OC(C(O1)(C)C)(C)C